C1C(CC2=CC=CC=C12)NC1=NC=C(C=N1)C=1N=CN(C1)C(C1=CC=CC=C1)(C1=CC=CC=C1)C1=CC=CC=C1 N-(2,3-dihydro-1H-inden-2-yl)-5-[1-(triphenylmethyl)-1H-imidazol-4-yl]pyrimidin-2-amine